2β-fluoro-3β,7α-dihydroxy-5β-cholanic acid F[C@@H]1[C@@H](C[C@H]2C[C@H]([C@H]3[C@@H]4CC[C@H]([C@@H](CCC(=O)O)C)[C@]4(CC[C@@H]3[C@]2(C1)C)C)O)O